diacetylruthenium C(C)(=O)[Ru]C(C)=O